Benzyl (3S,4R)-4-methoxy-3-(tritylamino)piperidine-1-carboxylate CO[C@H]1[C@H](CN(CC1)C(=O)OCC1=CC=CC=C1)NC(C1=CC=CC=C1)(C1=CC=CC=C1)C1=CC=CC=C1